BrC1=CC=C(C(=O)C2=CC=C(C=C2)S(=O)C2=CC=CC=C2)C=C1 4-bromo-4'-phenylsulfinylbenzophenone